4-(4-tert-butylphenoxy)aniline C(C)(C)(C)C1=CC=C(OC2=CC=C(N)C=C2)C=C1